N-(4-methoxybenzyl)pyrrolidine-3-sulfonamide COC1=CC=C(CNS(=O)(=O)C2CNCC2)C=C1